O=C1N([C@H]2C[C@H](O)[C@@H](CO)O2)C2=NC(=NC(C2=N1)=O)N 8-oxo-deoxyguanosine